ClC=1C(=C2C=NNC2=C(C1F)N(C)C1CC1)C=1N=CC=2N(C1)C=C(N2)NC(=O)[C@@H]2[C@@H](C2)F (1R,2R)-N-(6-(5-chloro-7-(cyclopropyl-(methyl)amino)-6-fluoro-1H-indazol-4-yl)imidazo[1,2-a]pyrazin-2-yl)-2-fluorocyclopropane-1-carboxamide